3-cyclopentyldisulfide C1CC(CC1)SSC1CCCC1